(2-n-Butoxyethyl)-4-(dimethylamino)-benzoat C(CCC)OCCOC(C1=CC=C(C=C1)N(C)C)=O